(3-chloro-8-fluoroquinolin-6-yl)methanamine ClC=1C=NC2=C(C=C(C=C2C1)CN)F